FC=1C=C(C=C2CC(CC12)CO)NC(CN1CCOCC1)=O N-[7-fluoro-2-(hydroxymethyl)indan-5-yl]-2-morpholino-acetamide